2-(5-amino-2-(furan-2-yl)-7H-pyrazolo[4,3-e][1,2,4]triazolo[1,5-c]pyrimidin-7-yl)-N-((1-hydroxycyclohexyl)methyl)-2-phenylpropanamide NC1=NC2=C(C=3N1N=C(N3)C=3OC=CC3)C=NN2C(C(=O)NCC2(CCCCC2)O)(C)C2=CC=CC=C2